C(CCC)(=O)C(C#N)(CC)Br butyryl-(bromobutyronitrile)